C(CCC)NC1(C(C)C=CC=C1)CC#N 2-n-butylamino-2-tolueneacetonitrile